FC=1C=C(CN2C(=NC3=NC=C(C=C32)N3C=CC=2C3=NC(=CN2)C=2C(=NOC2C)C)C)C=C(C1)F 1-(3,5-difluorobenzyl)-6-(3-(3,5-dimethyl-1,2-oxazol-4-yl)-5H-pyrrolo[2,3-b]pyrazin-5-yl)-2-methyl-1H-imidazo[4,5-b]pyridine